C1(C(CC(CC1)C(=C)C)O)=C Z-p-mentha-1(7),8-diene-2-ol